5-Bromo-2-(3-chloro-pyridin-2-yl)-2H-pyrazole BrC=1C=CN(N1)C1=NC=CC=C1Cl